BrC1=CC(=C(C=C1C(F)(F)F)CC(=O)O)C 4-bromo-2-methyl-5-(trifluoromethyl)-phenylacetic acid